(2S)-1-[2-[(3R)-3-[methyl(5-quinolyl)amino]pyrrolidin-1-yl]acetyl]pyrrolidine-2-carbonitrile CN([C@H]1CN(CC1)CC(=O)N1[C@@H](CCC1)C#N)C1=C2C=CC=NC2=CC=C1